C1(CC1)C1=NC=NC=C1C=1C=CC(=NC1)C[N+]1=NOC(=C1)[N-]C(NC1=CC(=CC=C1)C(F)(F)F)=O (3-((5-(4-cyclopropylpyrimidin-5-yl)pyridin-2-yl)methyl)-1,2,3-oxadiazol-3-ium-5-yl)((3-(trifluoromethyl)phenyl)carbamoyl)amide